3-methylthio-1,2,4-triazin-5(4H)-one CSC1=NN=CC(N1)=O